C(C1=CC=CC=C1)O[C@@](C(=O)NN)(CCCCC[C@@H](C)O[Si](C1=CC=CC=C1)(C1=CC=CC=C1)C(C)(C)C)C(F)(F)F (2R,8R)-2-(benzyloxy)-8-[(tert-butyldiphenylsilyl)oxy]-2-(trifluoromethyl)nonanehydrazide